FC=1C(=C(C=NC1)NS(=O)(=O)C1=CC=C(C=C1)S(=O)(=O)N(C)C)N1CCCCC1 N1-(5-fluoro-4-(piperidin-1-yl)pyridin-3-yl)-N4,N4-dimethylbenzene-1,4-disulfonamide